(methylsulfonyl)-2-(pyridin-2-yl)-4,5,6,7-tetrahydro-2H-pyrazolo[3,4-c]pyridin-3-ol CS(=O)(=O)C1C=2C(CNC1)=NN(C2O)C2=NC=CC=C2